NC=1SC(=CN1)CN1CCN(CC1)CC(=O)NC1=NC=CC(=C1)C 2-(4-((2-aminothiazol-5-yl)methyl)piperazin-1-yl)-N-(4-methylpyridin-2-yl)acetamide